2-(3-((2-chloro-3-(3-chloro-2-(3-methoxy-4-((((5-oxopyrrolidin-2-yl)methyl)amino)methyl)phenyl)pyridin-4-yl)phenyl)amino)-2-fluorobenzyl)-2,6-diazaspiro[3.4]octan-7-one ClC1=C(C=CC=C1C1=C(C(=NC=C1)C1=CC(=C(C=C1)CNCC1NC(CC1)=O)OC)Cl)NC=1C(=C(CN2CC3(C2)CNC(C3)=O)C=CC1)F